3-((3-exo)-3-((7-((5-methyl-1H-pyrazol-3-yl)amino)-[1,2,4]triazolo[4,3-c]pyrimidin-5-yl)amino)-8-azabicyclo[3.2.1]octan-8-yl)propionitrile CC1=CC(=NN1)NC1=CC=2N(C(=N1)NC1CC3CCC(C1)N3CCC#N)C=NN2